ClC=1C(NC=CN1)=O 3-chloro-1H-pyrazin-2-one